2-methyl-N-[(1S)-1-[3-[2-(methylsulfonylmethyl)-4-pyridinyl]-1,2,4-oxadiazol-5-yl]ethyl]-5-(trifluoromethyl)pyrazole-3-carboxamide CN1N=C(C=C1C(=O)N[C@@H](C)C1=NC(=NO1)C1=CC(=NC=C1)CS(=O)(=O)C)C(F)(F)F